Naphthyridine-5,7-dione N1=CC=CC=2C(CC(NC12)=O)=O